BrC=1C=C2CCNC2=C(C1)C1=CC=C(C=C1)Cl 5-bromo-7-(4-chlorophenyl)-2,3-dihydro-1H-indol